1-cyclopropyl-6-fluoro-7-piperazin-1-yl-2,3-dihydro-quinolin-4(1H)-one C1(CC1)N1CCC(C2=CC(=C(C=C12)N1CCNCC1)F)=O